N1(CCCCC1)C=1C=C2C=CC(=CC2=CC1)C(=O)OC methyl 6-(piperidin-1-yl)-2-naphthoate